N1=C(C=NC=C1)N1CCNCCC1 1-(pyrazin-2-yl)-1,4-diazepane